FC1=C(C(=O)Cl)C(=CN=C1C(F)(F)F)OC1=CC=C(C=C1)OC(F)(F)F 3-fluoro-5-[4-(trifluoromethoxy)phenoxy]-2-(trifluoromethyl)isonicotinic acid chloride